1,3,3,8-tetramethyl-5-[[(1R)-1-[3-(1,1-difluoro-2-hydroxy-ethyl)phenyl]ethyl]amino]pyrrolo[3,2-g]phthalazin-2-one CN1C(C(C=2C=C3C(=NN=C(C3=CC21)C)N[C@H](C)C2=CC(=CC=C2)C(CO)(F)F)(C)C)=O